di-isobutylaluminum chloride C(C(C)C)[Al](CC(C)C)Cl